(6S)-12-({4-[methyl(oxolan-3-yl)amino]-5-[4-(2-oxopyrrolidin-1-yl)phenyl]pyrimidin-2-yl}amino)-8-oxa-2,10-diazatricyclo[7.4.0.02,6]trideca-1(13),9,11-trien-3-one CN(C1=NC(=NC=C1C1=CC=C(C=C1)N1C(CCC1)=O)NC1=CN=C2OC[C@@H]3CCC(N3C2=C1)=O)C1COCC1